(1R,4R)-4-(3-Chloroanilino)-6'-{(2R)-3-[(4-methoxyphenyl)methoxy]-2-methylpropyl}-2',3'-dihydrospiro[cyclohexane-1,5'-indeno[5,6-b]furan]-4-carboxylic acid methyl ester COC(=O)C1(CCC2(C(=CC3=CC=4OCCC4C=C23)C[C@H](COCC2=CC=C(C=C2)OC)C)CC1)NC1=CC(=CC=C1)Cl